Cl.N1C[C@@H](CC1)NC=1C=C2C=CC=NC2=CC1 (R)-N-(pyrrolidin-3-yl)quinolin-6-amine hydrochloride